FC=1C(=NC=CC1C#CC=1C=C2C=NNC2=CC1)NS(=O)(=O)C1=CC(=CC=C1)OC N-{3-Fluoro-4-[2-(1H-indazol-5-yl)ethynyl]pyridin-2-yl}-3-methoxybenzene-1-sulfonamide